CC(CC1=C(C=CC=C1C)O)C1=C(C=CC=C1C)O methylethylenedi(methylphenol)